O=P1(OC2=C(C3=C1C=CC=C3)C=CC=C2)NCCNP2(OC3=C(C1=C2C=CC=C1)C=CC=C3)=O N,N2-bis(6-oxo-6H-dibenzo[c,e][1,2]oxaphosphorin-6-yl)-1,2-ethanediamine